4-Hydroxy-D-proline OC1C[C@@H](NC1)C(=O)O